2-chloro-N-[(trans)-4-methoxycyclohexyl]-5H,6H,7H-cyclopenta[d]pyrimidine-4-carboxamide ClC=1N=C(C2=C(N1)CCC2)C(=O)N[C@@H]2CC[C@H](CC2)OC